tert-butyl-(5-chloro-2-(1H-tetrazol-1-yl)phenyl)glycine ethyl-2-bromo-2-(3-fluoro-2-methoxy-5-((R)-tetrahydrofuran-2-yl)phenyl)acetate C(C)C(C(=O)O)(C1=C(C(=CC(=C1)[C@@H]1OCCC1)F)OC)Br.C(C)(C)(C)N(CC(=O)O)C1=C(C=CC(=C1)Cl)N1N=NN=C1